2-[(1Z)-5-fluoro-1-[(2-hydroxynaphthalen-1-yl)methylene]-2-methyl-1H-inden-3-yl]acetic acid FC=1C=C2C(=C(/C(/C2=CC1)=C/C1=C(C=CC2=CC=CC=C12)O)C)CC(=O)O